FC1=CC(=CC2=C1N=C(S2)C2CCNCC2)C2=NC=1N(C=C2)N=C(C1)C 5-[4-Fluoro-2-(piperidin-4-yl)-1,3-benzothiazol-6-yl]-2-methylpyrazolo[1,5-a]pyrimidin